C(C)(C)(C)OCC/C=C/CO (E)-5-(t-butoxy)-2-penten-1-ol